N-((1-methylcyclopropyl)methyl)-5-(quinolin-6-yl)-7H-pyrrolo[2,3-d]pyrimidin-2-amine CC1(CC1)CNC=1N=CC2=C(N1)NC=C2C=2C=C1C=CC=NC1=CC2